C1(=CC=CC=C1)COC=1C=CC=C2C=C(N(C12)CC1CC1)C=O 7-Phenylmethyloxy-1-(cyclopropylmethyl)indole-2-carbaldehyde